iso-tridecane CCCCCCCCCCC(C)C